tert-butyl-[2-[4-(6-chloro-3-iodo-5-methoxy-indol-1-yl)triazol-1-yl]ethoxy]-dimethyl-silane C(C)(C)(C)[Si](C)(C)OCCN1N=NC(=C1)N1C=C(C2=CC(=C(C=C12)Cl)OC)I